C(C1=CC=CC=C1)OC1=CC=C(C=C1)C[C@@H](C(=O)OC)NC(CC1CCN(CC1)C(CCC1=CC(=CC=C1)C=1C=NN(C1)C)=O)=O Methyl (S)-3-(4-(Benzyloxy)phenyl)-2-(2-(1-(3-(3-(1-methyl-1H-pyrazol-4-yl)phenyl)propanoyl)piperidin-4-yl)acetamido)propanoate